C1(CCCC1)C/C=C/B1OC(C)(C)C(C)(C)O1 trans-3-(cyclopentyl)-1-propenyl-boronic acid pinacol ester